OC(C)(C)C1=NC=CC(=C1)C1=C2C(=NC=C1)C=C(O2)C=2C=C1CN(C(C1=CC2)=O)CC2=CC=C(C=C2)OC 5-(7-(2-(2-hydroxypropan-2-yl)pyridin-4-yl)furo[3,2-b]pyridin-2-yl)-2-(4-methoxybenzyl)isoindolin-1-one